(2-aminobenzo[d]thiazol-6-yl)-1-[2-(4-morpholinyl)ethyl]-3-(4-acetamidophenyl)urea NC=1SC2=C(N1)C=CC(=C2)N(C(=O)NC2=CC=C(C=C2)NC(C)=O)CCN2CCOCC2